C(#N)C([C@H](C[C@H]1C(NCC1)=O)NC([C@H](CC(C)C)NC(OC1(CCC1)CC1=CC=CC=C1)=O)=O)O 1-benzylcyclobutyl ((2S)-1-(((2S)-1-cyano-1-hydroxy-3-((S)-2-oxopyrrolidin-3-yl)propan-2-yl)amino)-4-methyl-1-oxopentan-2-yl)carbamate